Methyl 2-((2-(((tert-butoxycarbonyl)(2-(6-methoxy-3-nitropyridin-2-yl)ethyl)-amino)methyl)phenyl)amino)-5-(trifluoromethyl)benzoate C(C)(C)(C)OC(=O)N(CCC1=NC(=CC=C1[N+](=O)[O-])OC)CC1=C(C=CC=C1)NC1=C(C(=O)OC)C=C(C=C1)C(F)(F)F